tert-butyl (4-(2',6'-bis(benzyloxy)-3-fluoro-[2,3'-bipyridin]-4-yl)benzyl)carbamate C(C1=CC=CC=C1)OC1=NC(=CC=C1C1=NC=CC(=C1F)C1=CC=C(CNC(OC(C)(C)C)=O)C=C1)OCC1=CC=CC=C1